C(C)(C)(C)NC(C(=O)N1[C@@H](C[C@H](C1)C(F)(F)F)C(=O)N[C@@H](C[C@H]1C(NCC1)=O)C(COC(F)(F)F)=O)=O (2S,4R)-1-(2-(tert-butylamino)-2-oxoacetyl)-N-((S)-3-oxo-1-((S)-2-oxopyrrolidin-3-yl)-4-(trifluoromethoxy)butan-2-yl)-4-(trifluoromethyl)pyrrolidine-2-carboxamide